methyl 4-(((1R,4R)-4-((N-methylsulfamoyl)methyl)cyclohexyl)amino)-1H-pyrrolo[2,3-b]pyridine-5-carboxylate CNS(=O)(=O)CC1CCC(CC1)NC1=C2C(=NC=C1C(=O)OC)NC=C2